iminodisuccinic acid ammonium salt [NH4+].N(C(C(=O)[O-])CC(=O)[O-])C(C(=O)[O-])CC(=O)[O-].[NH4+].[NH4+].[NH4+]